2-[4-(Difluoromethoxy)phenoxy]-N-{3-[(2-methylpyrazolo[1,5-a]pyrazin-4-yl)amino]bicyclo[1.1.1]pentan-1-yl}acetamide FC(OC1=CC=C(OCC(=O)NC23CC(C2)(C3)NC=3C=2N(C=CN3)N=C(C2)C)C=C1)F